(4-((7,8-difluoro-2-methyl-3-oxo-3,4-dihydroquinoxalin-6-yl)methyl)piperazin-1-yl)-N-methylpyridineamide FC1=C(C=C2NC(C(=NC2=C1F)C)=O)CN1CCN(CC1)C=1C(=NC=CC1)C(=O)NC